COC1=CC(=C(N)C=C1)C 4-methoxy-2-methylaniline